triethylamine trimethylphosphite COP(OC)OC.C(C)N(CC)CC